CP(=O)(C)C=1C=C(C#N)C=CC1 3-(dimethylphosphoryl)benzonitrile